(S)-2-(2-(hydroxymethyl)morpholino)-N,N-dimethyl-4-oxo-8-vinyl-4H-chromen-6-carboxamide OC[C@H]1OCCN(C1)C=1OC2=C(C=C(C=C2C(C1)=O)C(=O)N(C)C)C=C